4,4'-bis(4H-1,2,4-triazole-4-yl)-1,1'-biphenyl N=1N=CN(C1)C1=CC=C(C=C1)C1=CC=C(C=C1)N1C=NN=C1